(5-methoxy-1H-benzo[d]imidazol-2-yl)pyrrolidine-1-carboxamidine hydrochloride Cl.COC1=CC2=C(NC(=N2)C2N(CCC2)C(=N)N)C=C1